N-[4-(Chlorodifluoromethoxy)phenyl]-2-oxo-6-(1H-pyrazol-5-yl)-1,2-dihydropyridine-4-carboxamide ClC(OC1=CC=C(C=C1)NC(=O)C1=CC(NC(=C1)C1=CC=NN1)=O)(F)F